CN1N=C(C=C1)CN[C@@H]1[C@H](CCCC1)CC=1C=C2CN(C(C2=CC1)=O)C1C(NC(CC1)=O)=O 3-(5-(((1R,2S)-2-(((1-methyl-1H-pyrazol-3-yl)methyl)amino)cyclohexyl)methyl)-1-oxoisoindolin-2-yl)piperidine-2,6-dione